2-[4,5-dichloro-2-oxo-1'-(1H-pyrazolo[3,4-b]pyridine-5-carbonyl)spiro[indole-3,4'-piperidin]-1-yl]-N-(2,2,2-trifluoroethyl)acetamide ClC1=C2C(=CC=C1Cl)N(C(C21CCN(CC1)C(=O)C=1C=C2C(=NC1)NN=C2)=O)CC(=O)NCC(F)(F)F